2,2-diethyl-pentan-1-ol C(C)C(CO)(CCC)CC